Cl.NC=1SC2=C(N1)CC[C@@H](C2)N(CCC)CC2CCN(CC2)C(=O)C2CCCCC2 (S)-(4-(((2-amino-4,5,6,7-tetrahydrobenzo[d]thiazol-6-yl)(propyl)amino)methyl)piperidin-1-yl)(cyclohexyl)methanone hydrochloride